2-bromo-1-(4-(phenylthio)phenyl)ethan-1-one BrCC(=O)C1=CC=C(C=C1)SC1=CC=CC=C1